FC1=C(C=CC=C1)NC(=O)C1C(N(CC1C1=CC(=CC=C1)C(F)(F)F)C)=O N-(2-fluorophenyl)-1-methyl-2-oxo-4-(3-(trifluoromethyl)phenyl)pyrrolidine-3-carboxamide